S(=O)(=O)(O)O.C(CCCCC)(=O)O hexanoic acid sulfate